4-cyano-4''-nonyloxy-p-terphenyl C(#N)C1=CC=C(C=C1)C1=CC=C(C=C1)C1=CC=C(C=C1)OCCCCCCCCC